The molecule is a tetracyclic diterpenoid obtained by catabolism of gibberellin A51. It has a role as a metabolite. It is a dicarboxylic acid, an enone and a tetracyclic diterpenoid. It derives from a gibberellin A51. It derives from a hydride of an ent-gibberellane. C[C@]1(CC(=O)C=C2[C@@H]1[C@@H]([C@]34[C@H]2CC[C@H](C3)C(=C)C4)C(=O)O)C(=O)O